5-chloro-N-((6-methoxy-1,2-dimethyl-1H-benzimidazol-7-yl)methyl)thiophene-3-carboxamide ClC1=CC(=CS1)C(=O)NCC1=C(C=CC2=C1N(C(=N2)C)C)OC